CC=1N(C(=NN1)SCCCCOC1=C(OC2=CC(=CC(=C2C1=O)OC)OC)C1=CC(=C(C(=C1)OC)OC)OC)N=CC1=CC=C(C=C1)C 3-(4-((5-methyl-4-((4-methylbenzylidene)amino)-4H-1,2,4-triazol-3-yl)thio)butoxy)-5,7-dimethoxy-2-(3,4,5-trimethoxyphenyl)-4H-chromen-4-one